FC=1C=CC(=NC1)C1=NN2C(COC(C2)(C)C)=C1C1=CC(=NC=C1)N 4-(2-(5-fluoropyridin-2-yl)-6,6-dimethyl-6,7-dihydro-4H-pyrazolo[5,1-c][1,4]oxazin-3-yl)pyridin-2-amine